NC1=NC=2C=C(C(=CC2C2=C1C=NN2C)C(=O)N2N(CCC2)C2=NC=C(C=C2F)C=2N=CSC2)C (4-amino-1,7-dimethyl-1H-pyrazolo[4,3-c]quinolin-8-yl)(2-(3-fluoro-5-(thiazol-4-yl)pyridin-2-yl)pyrazolidin-1-yl)methanone